FC=1C=CC2=C(OCCN2)C1 7-fluoro-3,4-dihydro-2H-benzo[b][1,4]oxazine